1-((2R,6S)-2,6-dimethylmorpholino)-2-iodoethan-1-one C[C@H]1O[C@H](CN(C1)C(CI)=O)C